COC1=CC=C(C(C2=CC=C(C=C2)OC)(C2=CC=CC=C2)OC[C@@H]2[C@H]([C@H]([C@@H](O2)N2C=NC=3C(=O)NC(NC(C(C)C)=O)=NC23)F)O)C=C1 5'-O-(4,4'-dimethoxytrityl)-N2-isobutyryl-2'-fluorodeoxyguanosine